C(/C1=CC=CC=C1)=N\C=1C(NC(NC1/N=C/C1=CC=CC=C1)=S)=O 5,6-bis(((E)-benzylidene)amino)-2-thioxo-2,3-dihydropyrimidin-4(1H)-one